4-acetyl-3-(4-chlorophenyl)-5-methyl-1H-pyrrole-2-carboxylic acid ethyl ester C(C)OC(=O)C=1NC(=C(C1C1=CC=C(C=C1)Cl)C(C)=O)C